N-(2-oxo-1,2-dihydropyridin-4-yl)-2-(trifluoromethoxy)-4-(trifluoromethyl)benzamide O=C1NC=CC(=C1)NC(C1=C(C=C(C=C1)C(F)(F)F)OC(F)(F)F)=O